Cl.ClC=1C=CC(=C(CNC([C@H](C)NC(=O)[C@@H]2NC[C@H](C2)C2=CC=CC=C2)=O)C1)NS(=O)(=O)C (2R,4R)-N-((S)-1-((5-chloro-2-(methylsulfonylamino)benzyl)amino)-1-oxopropan-2-yl)-4-phenylpyrrolidine-2-carboxamide, hydrochloride